CC(C)(C)OC(=O)NCC(=O)O N-{[(2-methylprop-2-yl)oxy]carbonyl}glycine